C(C1C(C(=O)[O-])CCCC1)(=O)OOCCOC(C=C)=O acryloyloxyethoxy hexahydrophthalate